ethyl 7-[(1R,2S)-2-(2-trityloxyethoxy)cyclopropyl]imidazo[1,2-a]pyridine-3-carboxylate C(C1=CC=CC=C1)(C1=CC=CC=C1)(C1=CC=CC=C1)OCCO[C@@H]1[C@H](C1)C1=CC=2N(C=C1)C(=CN2)C(=O)OCC